ClC1=C(C=C(C=C1)NC(C1=NC=CC(=C1)C(F)(F)F)=O)NC1=NC=CC=C1C1=C2N=CN(C2=NC=N1)C1OCCCC1 N-(4-chloro-3-((3-(9-(tetrahydro-2H-pyran-2-yl)-9H-purin-6-yl)pyridin-2-yl)amino)phenyl)-4-(trifluoromethyl)picolinamide